C[C@H](CCO)CCC1=CC=CC=C1 (S)-3-methyl-5-phenyl-1-pentanol